[Cl-].O1COC2=C1C=CC=C2C[NH2+]CC=2C=NC(=CC2)N2CCCC2 1,3-benzodioxol-4-ylmethyl-[(6-pyrrolidin-1-yl-3-pyridyl)methyl]ammonium chloride